4-[2-(N-cyclohexyl-4-fluoro-anilino)-2-oxo-ethyl]-1-[(4-fluorophenyl)-methyl-carbamoyl]piperidine-4-carboxylic acid C1(CCCCC1)N(C1=CC=C(C=C1)F)C(CC1(CCN(CC1)C(N(C)C1=CC=C(C=C1)F)=O)C(=O)O)=O